(2-(3-bromo-2-methylphenyl)-4,6-dihydro-5H-pyrrolo[3,4-d]oxazol-5-yl)-2-(dimethylamino)ethan-1-one BrC=1C(=C(C=CC1)C=1OC2=C(N1)CN(C2)C(CN(C)C)=O)C